OC=1C=CC(=NC1)NC(=O)C1=CC2=CC=CC=C2C=C1 N-(5-hydroxypyridin-2-yl)-2-naphthamide